cis-4-(((4-(3-Cyano-4-methoxyphenyl)cyclohexyl)methyl)(4-(1-isopropyl-1H-pyrazol-4-yl)pyridin-2-yl)carbamoyl)cyclohexylmethylcarbamate C(#N)C=1C=C(C=CC1OC)C1CCC(CC1)CN(C(=O)[C@H]1CC[C@H](CC1)CNC([O-])=O)C1=NC=CC(=C1)C=1C=NN(C1)C(C)C